(m-tolylene)bismaleimide CC1(CC(=CC=C1)C=1C(=O)NC(C1)=O)C=1C(=O)NC(C1)=O